5-(3-((tert-butyldimethylsilyl)oxy)propoxy)-3-ethyl-4-nitro-1H-pyrazole [Si](C)(C)(C(C)(C)C)OCCCOC1=C(C(=NN1)CC)[N+](=O)[O-]